OCC12C(C(C(CN2CCC1)O)O)O 8a-(hydroxymethyl)-octahydroindolizine-6,7,8-triol